4-(sec-butoxy)pyrimidin-2-amine C(C)(CC)OC1=NC(=NC=C1)N